C(C)OC(=O)C=1N=C2N(N=C(C=C2)CC)C1.CN1CC(CC1)OC=1C=CC(=NC1)[N+](=O)[O-] 5-(1-methylpyrrolidin-3-yl)oxy-2-nitropyridine ethyl-6-ethylimidazo[1,2-b]pyridazine-2-carboxylate